ClC1=C(C=CC=C1)C1=NC2=C(CN(CC2)C2CC=3N(CC2)C=CN3)N1 2-(2-chlorophenyl)-5-(5,6,7,8-tetrahydroimidazo[1,2-a]pyridin-7-yl)-4,5,6,7-tetrahydro-3H-imidazo[4,5-c]pyridine